FC=1C=2N(C=CC1)N=C(C2)[C@H]2N(CCC1=C2N=CN1)C(=O)C1=CC=NN1C(F)(F)F (S)-(4-(4-fluoropyrazolo[1,5-a]pyridin-2-yl)-6,7-dihydro-1H-imidazo[4,5-c]pyridin-5(4H)-yl)(1-(trifluoromethyl)-1H-pyrazol-5-yl)methanone